5'-methoxy-2-oxo-2H-[1,2'-bipyridine]-3-carboxylic acid methyl ester COC(=O)C=1C(N(C=CC1)C1=NC=C(C=C1)OC)=O